1,2,3-propanetriol mono-2-propenoate C(C=C)(=O)O.C(C(CO)O)O